CC=1C=C(C=CC1CN1CCNCC1)C1=CC=CC=C1 1-((3-methyl-[1,1'-biphenyl]-4-yl)methyl)piperazine